BrC=1SC=2C(N[C@H]([C@@H](N3CCOC1C23)CO)C2CCC2)=O (9R,10S)-3-bromo-10-cyclobutyl-9-(hydroxymethyl)-5-oxa-2-thia-8,11-diazatricyclo[6.4.1.04,13]trideca-1(13),3-dien-12-one